mono(3-methyl-2-butenyl) ether CC(=CCOCC=C(C)C)C